3-(methylsulfanyl)-1-{[2-(trimethylsilyl)ethoxy]methyl}pyrazole CSC1=NN(C=C1)COCC[Si](C)(C)C